2-[[4-[2-[(2,6-dimethylpyrimidin-4-yl)amino]pyrazolo[1,5-a]pyridin-5-yl]-6-methyl-3-pyridyl]oxy]-1-(1-methylcyclopropyl)ethanol CC1=NC(=CC(=N1)NC1=NN2C(C=C(C=C2)C2=C(C=NC(=C2)C)OCC(O)C2(CC2)C)=C1)C